butyl-3-methylimidazolium trifluoromethanesulfonate FC(S(=O)(=O)[O-])(F)F.C(CCC)C=1NC=C[N+]1C